di-n-octyl pimelate C(CCCCCC(=O)OCCCCCCCC)(=O)OCCCCCCCC